ClC1=C(C=CC(=C1)CS(=O)(=O)C)C1COCC(CN1C1=NC(=NC(=C1)C)N)C 4-[3-(2-chloro-4-methylsulfonylmethyl-phenyl)-6-methyl-[1,4]oxazepan-4-yl]-6-methyl-pyrimidin-2-ylamine